C(C)(C)(C)OC(NC1=CC2=CN(N=C2C=C1C(C)(C)O)C1CCC(CC1)CO)=O.ClC1=CC(=C(C(=O)NC(NC2=C(C=CC=C2)C)=O)C(=C1)F)F 4-chloro-2,6-difluoro-N-(o-tolylcarbamoyl)benzamide tert-butyl-N-[2-[4-(hydroxymethyl)cyclohexyl]-6-(1-hydroxy-1-methyl-ethyl)indazol-5-yl]carbamate